methyl (2R)-2-({(E)-[2-chloro-5-(3,5-dimethyl-2,6-dioxo-4-sulfanylidene-1,3,5-triazinan-1-yl)-4-fluorobenzylidene] amino}oxy)propanoate ClC1=C(\C=N\O[C@@H](C(=O)OC)C)C=C(C(=C1)F)N1C(N(C(N(C1=O)C)=S)C)=O